C(C)(C)(C)OC(=O)N1[C@H](C[C@@H](C1)F)C1=C(C=CC(=C1)F)OCCCCNC1=C(C=NC2=CC(=C(C=C12)Br)F)[N+](=O)[O-] (2R,4S)-2-(2-(4-(6-bromo-7-fluoro-3-nitroquinolin-4-ylamino)butoxy)-5-fluorophenyl)-4-fluoropyrrolidine-1-carboxylic acid tert-butyl ester